FC=1C(=NC(=NC1)NC=1C(=NN(C1)C[C@@H](C)O)C)N1C=C(C2=CC(=CC=C12)NC(C=C)=O)C N-[1-[5-fluoro-2-[[1-[(2R)-2-hydroxypropyl]-3-methyl-pyrazol-4-yl]amino]pyrimidin-4-yl]-3-methyl-indol-5-yl]prop-2-enamide